C(C=C)(=O)NC1C2CN(C(C1)C2)C(=O)OC(C)(C)C tert-butyl 5-acrylamido-2-azabicyclo[2.2.1]heptane-2-carboxylate